FC(C)C1=NC(=NC(=N1)N)N 6-(1-fluoroethyl)-1,3,5-triazine-2,4-diamine